6-phenyl-5,6,7,8-tetrahydroquinoline C1(=CC=CC=C1)C1CC=2C=CC=NC2CC1